ClCCN1C2=C(OCC1)C=C(C=C2)C(C)(C)C2=CC=C(C=C2)C#C 4-(2-Chloroethyl)-7-(2-(4-ethynylphenyl)propan-2-yl)-3,4-dihydro-2H-benzo[b][1,4]oxazin